C1(CCC1)CCC(C/C=C/[C@H]1[C@@H](C[C@H]2[C@@H]1CCC1=C(O2)C(=C(C=C1)C(=O)O)C)O)(C)O (1R,2R,3aS,10aR)-1-[(1E,4ξ)-6-cyclobutyl-4-hydroxy-4-methyl-1-hexen-1-yl]-2-hydroxy-5-methyl-2,3,3a,9,10,10a-hexahydro-1H-benzo[b]cyclopenta[f]oxepin-6-carboxylic acid